[O-2].[Cr+3].[Ni+2].[Co+2].[Fe+2] Iron-cobalt-nickel-chromium oxide